C(#N)C=1C=CC(=NC1)OC1=C(C=C(C=C1)NC(=O)C1CC(C1)OC1=CC=C(C=C1)C(F)(F)F)C N-(4-((5-cyanopyridin-2-yl)oxy)-3-methylphenyl)-3-(4-(trifluoromethyl)phenoxy)cyclobutane-1-carboxamide